3-(4-chloro-1H-pyrazol-1-yl)-3-(((6-chloro-2-(trifluoromethyl)quinolin-4-yl)amino)methyl)azetidine-1-sulfonamide ClC=1C=NN(C1)C1(CN(C1)S(=O)(=O)N)CNC1=CC(=NC2=CC=C(C=C12)Cl)C(F)(F)F